COC1=NC(=NC=C1)OC1=CC=CC=C1 methoxyphenoxypyrimidine